4-(tert-butyl)-6'-methoxy-2,2'-bipyridine C(C)(C)(C)C1=CC(=NC=C1)C1=NC(=CC=C1)OC